tert-Butyl (R)-3-((S)-3-(3-(N-(benzo[d][1,3]dioxol-5-ylmethyl)sulfamoyl)phenyl)-1-(tert-butoxy)-1-oxopropan-2-yl)pyrrolidine-1-carboxylate O1COC2=C1C=CC(=C2)CNS(=O)(=O)C=2C=C(C=CC2)C[C@H](C(=O)OC(C)(C)C)[C@@H]2CN(CC2)C(=O)OC(C)(C)C